CCOC(=O)C1SC(C(=N1)C)(C(=O)OC(C)(C)C)C(C)(C)C 5-(tert-butyl)4-methylthiazole-2,5-dicarboxylic acid 5-(tert-butyl) ester 2-ethyl ester